2-benzyl-N-(8-fluoro-2-methyl-3-quinolinyl)-2,4-dimethyl-pentanamide C(C1=CC=CC=C1)C(C(=O)NC=1C(=NC2=C(C=CC=C2C1)F)C)(CC(C)C)C